C(C)(=O)OC=1C(C=CN2NC3N(C(C21)=O)CCOC3)=O 6,8-dioxo-3,4,6,8,12,12a-hexahydro-1H-[1,4]oxazino[3,4-c]pyrido[2,1-f][1,2,4]triazin-7-yl acetate